rel-(2S,3R,4S,5R)-3-(3,4-difluoro-2-methylphenyl)-N-(6-((R)-1,2-dihydroxyethyl)pyridin-3-yl)-4,5-dimethyl-5-(trifluoromethyl)tetrahydrofuran-2-carboxamide FC=1C(=C(C=CC1F)[C@@H]1[C@H](O[C@]([C@H]1C)(C(F)(F)F)C)C(=O)NC=1C=NC(=CC1)[C@H](CO)O)C |o1:8,9,11,12|